C[C@]12CC(C[C@](CC1)(N2)C)OC2=CN=C(N=N2)C2=C(C=C(C=C2)N2C=NC=C2)O 2-(6-(((1R,3s,5S)-1,5-dimethyl-8-azabicyclo[3.2.1]octan-3-yl)oxy)-1,2,4-triazin-3-yl)-5-(1H-imidazol-1-yl)phenol